6-((4-((6-ethylpyridin-3-yl)methoxy)-3-methoxyphenyl)amino)-3-morpholinoquinoxaline-5-carbonitrile C(C)C1=CC=C(C=N1)COC1=C(C=C(C=C1)NC1=C(C=2N=C(C=NC2C=C1)N1CCOCC1)C#N)OC